C(C#N)C(C#N)(N)O aminomalonitrile